CC1(OCCC(O1)COC1=NC=CC(=C1)C1(C(C(=O)N)C=C(C=C1)C(F)(F)F)OC1=C(C=C(C=C1)F)C)C 2-(((2,2-dimethyl-1,3-dioxan-4-yl)methoxy)pyridin-4-yl)-2-(4-fluoro-2-methylphenoxy)-5-(trifluoromethyl)benzamide